2-((1-(2-(ethylamino)-6-methyl-4-oxo-4H-chromen-8-yl)ethyl)amino)benzoic acid C(C)NC=1OC2=C(C=C(C=C2C(C1)=O)C)C(C)NC1=C(C(=O)O)C=CC=C1